C(C)(C)(C)OC(=O)N/C(/N1[C@@H](C[C@H](C1)F)C1=NC(=NO1)C1=CC(=C(C=C1)OCCCCCCCC)C(F)(F)F)=N\C(OC(C)(C)C)=O tert-butyl ((E)-((tert-butoxycarbonyl)amino)((2S,4R)-4-fluoro-2-(3-(4-(octyloxy)-3-(trifluoromethyl)phenyl)-1,2,4-oxadiazol-5-yl)pyrrolidin-1-yl)methylene)carbamate